oxo-titanium sulfate S(=O)(=O)([O-])[O-].O=[Ti+2]